cyclopentanedinitrile C1(CCCC1)(C#N)C#N